ClC1=NC=C(C(=N1)NC=1C(=NC=CC1)N(C)C)Cl N3-(2,5-dichloropyrimidin-4-yl)-N2,N2-dimethylpyridine-2,3-diamine